ClC=1C(=C2C=NNC2=C(C1F)C(C)NC1(CC1)C#N)C=1N=CC=2N(C1)C=C(N2)NC(=O)C2C(C2)F N-(6-(5-chloro-7-(1-((1-cyanocyclopropyl)amino)ethyl)-6-fluoro-1H-indazol-4-yl)imidazo[1,2-a]pyrazin-2-yl)-2-fluorocyclopropane-1-carboxamide